C(C)(=O)N1CC(C1)(C=C)CC(C)(S(=O)N)C (1-acetyl-3-vinyl-azetidin-3-yl)-2-methyl-propane-2-sulfinamide